3-(6-(1-(4-methoxybenzyl)-1H-pyrazol-4-yl)benzofuran-3-yl)piperidine-2,6-dione COC1=CC=C(CN2N=CC(=C2)C2=CC3=C(C(=CO3)C3C(NC(CC3)=O)=O)C=C2)C=C1